[Si](C)(C)(C(C)(C)C)O[C@@H]([C@H](CC=1SC=2C(N1)=C(C=C(C2)OC)C(=O)OCC)OC2CCCC2)C2=CC(=C(C=C2)C(F)F)OC ethyl 2-[(2S,3R)-3-[tert-butyl (dimethyl) silyl] oxy-2-(cyclopentoxy)-3-[4-(difluoromethyl)-3-methoxy-phenyl] propyl]-6-methoxy-1,3-benzothiazole-4-carboxylate